2-bromo-1-(4-chloro-2-methoxyphenyl)ethan-1-one BrCC(=O)C1=C(C=C(C=C1)Cl)OC